CC1=C(C(=O)NC1=O)C=1C=C(C=CC1)C=1C(=O)NC(C1)=O methyl-1,3-phenylenebismaleimide